[NH4+].CC(CC)(C1=CC=C(C=C1)C=C)C dimethyl-(4-vinylphenyl)propane ammonium